C(C1=CC=CC=C1)(C1=CC=CC=C1)C1NC(OC1)=O 4-benzhydryl-oxazolidin-2-one